1-[5-(benzyloxy)-2-methyl-1-benzofuran-3-yl]cyclopropane-1-carbonitrile C(C1=CC=CC=C1)OC=1C=CC2=C(C(=C(O2)C)C2(CC2)C#N)C1